N1CC(C1)SC1=CC(=C(C(=C1)F)[C@H]1[C@@H](N(CC=2C3=C(C=CC12)NN=C3)C)CC(C)C)F (6S,7S)-6-(4-(azetidin-3-ylthio)-2,6-difluorophenyl)-7-isobutyl-8-methyl-6,7,8,9-tetrahydro-3H-pyrazolo[3,4-H]Isoquinoline